C(#N)C1=CC=C(C=C1)[C@@H](CN[C@@H](C(=O)C=1C=NN2C1C=CC(=C2)C(=O)NC[C@@H](C)O)C2=CC=CC=C2)C (R,S)-3-(2-((2-(4-cyanophenyl)propyl)amino)-2-phenylacetyl)-N-((R)-2-hydroxypropyl)pyrazolo[1,5-a]pyridine-6-carboxamide